BrC=1C=C2C(=NC1)NC=C2C(=O)C=2C(=C(C=CC2OC)NS(=O)(=O)N2C[C@@H](CC2)F)F (3R)-N-(3-{5-bromo-1H-pyrrolo[2,3-b]pyridine-3-carbonyl}-2-fluoro-4-methoxyphenyl)-3-fluoropyrrolidine-1-sulfonamide